C(C)(=O)C1=NN(C2=CC=C(C=C12)C=1C=NNC1)CC(=O)N1[C@@H](C[C@H](C1)F)C(=O)NC1=NC(=CC=C1)Br (2S,4R)-1-(2-(3-acetyl-5-(1H-pyrazol-4-yl)-1H-indazol-1-yl)acetyl)-N-(6-bromopyridin-2-yl)-4-fluoropyrrolidine-2-carboxamide